tert-butyl (R)-((3-(5-bromo-2-(4-cyano-2-methoxyphenoxy)-4-methylnicotinamido)phenyl)(methyl)(oxo)-λ6-sulfaneylidene)carbamate BrC=1C=NC(=C(C(=O)NC=2C=C(C=CC2)[S@](=O)(C)=NC(OC(C)(C)C)=O)C1C)OC1=C(C=C(C=C1)C#N)OC